((3R,5R)-4-(2-fluoro-3-hydroxybenzoyl)-3,5-dimethylpiperazin-1-yl)(2-fluoro-4-methoxyphenyl)methanone FC1=C(C(=O)N2[C@@H](CN(C[C@H]2C)C(=O)C2=C(C=C(C=C2)OC)F)C)C=CC=C1O